2-[(1R,6R)-3-methyl-6-(1-methylvinyl)-2-cyclohexen-1-yl]-5-pentyl-1,3-benzenediol CC1=C[C@H]([C@@H](CC1)C(=C)C)C1=C(C=C(C=C1O)CCCCC)O